Tert-butyl 2-[2-[2-[2-[2-(1,3-dioxoisoindolin-2-yl)ethoxy]ethoxyl]ethoxy]ethoxy]acetate O=C1N(C(C2=CC=CC=C12)=O)CCOCCOCCOCCOCC(=O)OC(C)(C)C